3-(4-fluorophenyl)propionic acid FC1=CC=C(C=C1)CCC(=O)O